2-amino-1-(1-fluorocyclopropyl)ethanone hydrochloride ethyl-5-(1-fluorocyclopropyl)-1,3-oxazole-4-carboxylate C(C)OC(=O)C=1N=COC1C1(CC1)F.Cl.NCC(=O)C1(CC1)F